C(C=C)(=O)OCCOCC1CO1 2-glycidyloxyethyl acrylate